CN1C(CCC2=CC(=CC=C12)C=1C=C(C=NC1)CNC(=O)C1=NC=C(C=N1)C(F)(F)F)=O 5-Trifluoromethyl-pyrimidine-2-carboxylic acid [5-(1-methyl-2-oxo-1,2,3,4-tetrahydro-quinolin-6-yl)-pyridin-3-ylmethyl]-amide